butyl 2-(bromomethyl)acrylate BrCC(C(=O)OCCCC)=C